O1CCN(CC1)C=1C2=C(N=C(N1)N/N=C/C=1C=C(C=CC1)C)SC(=N2)C(=O)NC2=CC=NC=C2 7-morpholino-5-[(2E)-2-(m-tolylmethylene)hydrazino]-N-(4-pyridyl)thiazolo[5,4-d]pyrimidine-2-carboxamide